[W].ClC1=NC=CC(=C1)OC=1C(=NN(C1)C1CC1)C1CCC(CC1)(F)F 2-chloro-4-((1-cyclopropyl-3-(4,4-difluorocyclohexyl)-1H-pyrazol-4-yl)oxy)pyridine tungsten